2-Cyclohexanecarboxylic acid C1C(CCCC1)C(=O)O